C1(CCCCC1)[C@@H](C(=O)O)N1N=NC(=C1)C1CC1 (S)-2-cyclohexyl-2-(4-cyclopropyl-1H-1,2,3-triazol-1-yl)acetic acid